(5S,10aR)-5-amino-N-benzhydryl-3-(3-methylbutanoyl)-6-oxodecahydropyrrolo[1,2-a][1,5]diazocine-8-carboxamide trifluoroacetic acid salt FC(C(=O)O)(F)F.N[C@H]1CN(CC[C@@H]2N(C1=O)C(CC2)C(=O)NC(C2=CC=CC=C2)C2=CC=CC=C2)C(CC(C)C)=O